5-(4-((3-(3-ethylureido)-1-methyl-1H-pyrazol-5-yl)methyl)piperazin-1-yl)-N-methyl-6-(methyl-d3)picolinamide C(C)NC(NC1=NN(C(=C1)CN1CCN(CC1)C=1C=CC(=NC1C([2H])([2H])[2H])C(=O)NC)C)=O